C12(C3C4C5C3C1C5C24)NC(=N)NC(=N)N cubanyl-biguanid